FC(O[C@H]1CC[C@H](CC1)NC1=NN2C(C(=N1)OC)=C(C=C2)C2=CC=1N(C=C2)N=CC1)F N-(cis-4-(difluoromethoxy)cyclohexyl)-4-methoxy-5-(pyrazolo[1,5-a]pyridin-5-yl)pyrrolo[2,1-f][1,2,4]triazin-2-amine